(R)-(3-aminopiperidin-1-yl)(2-(1-(cyclobutylmethyl)-1H-indol-2-yl)-3,4-dihydro-5-oxa-1,2a-diazaacenaphthylen-7-yl)methanone N[C@H]1CN(CCC1)C(=O)C=1C=C2OCCN3C(=NC(C1)=C32)C=3N(C2=CC=CC=C2C3)CC3CCC3